ClC1=C(C=CC=C1OC)C(=O)N1CC2COC(CN2CC1)C1=CC=C(C=C1)C(F)F (2-chloro-3-methoxy-phenyl)-[3-[4-(difluoromethyl)phenyl]-3,4,6,7,9,9a-hexahydro-1H-pyrazino[2,1-c][1,4]oxazin-8-yl]methanone